C(CCCCCCC\C=C/C\C=C/CCCCC)OCC(C)N.[NH4+].[Cr+3] chromium ammonium 3-[(9Z,12Z)-octadeca-9,12-dien-1-yloxy]propan-2-amine